6-(4-Aminophenyl)-5-(3-fluoro-4-((4-methylpyrimidin-2-yl)oxy)phenyl)-N-(4-methoxybenzyl)-5H-pyrrolo[3,2-d]pyrimidin-4-amine NC1=CC=C(C=C1)C1=CC=2N=CN=C(C2N1C1=CC(=C(C=C1)OC1=NC=CC(=N1)C)F)NCC1=CC=C(C=C1)OC